7-{6-ethyl-9-fluoro-1,4,4-trimethyl-4H,5H-[1,2,4]triazolo[4,3-a]quinoxalin-8-yl}-5-fluoro-3-iodo-1H-indole C(C)C1=C2NC(C=3N(C2=C(C(=C1)C=1C=C(C=C2C(=CNC12)I)F)F)C(=NN3)C)(C)C